hydroxy-1H-benzo[d]imidazol ON1C=NC2=C1C=CC=C2